(1S,2R)-N,N-dibenzyl-1-phenyl-2-(4,4,5,5-tetramethyl-1,3,2-dioxaborolan-2-yl)hexan-1-amine C(C1=CC=CC=C1)N([C@@H]([C@@H](CCCC)B1OC(C(O1)(C)C)(C)C)C1=CC=CC=C1)CC1=CC=CC=C1